The molecule is a GDP-4-dehydro-L-fucose in which the anomeric centre of the fucose portion has beta-configuration. An intermediate formed during the de novo synthesis of GDP-L-fucose. It has a role as a mammalian metabolite. C[C@H]1C(=O)[C@H]([C@@H]([C@H](O1)OP(=O)(O)OP(=O)(O)OC[C@@H]2[C@H]([C@H]([C@@H](O2)N3C=NC4=C3N=C(NC4=O)N)O)O)O)O